C[C@H]1CC[C@@H](N(C1)C(C(=O)N)=O)C1=CC(=CC=C1)N1CCN(CC1)C 2-((2R,5S)-5-methyl-2-(3-(4-methylpiperazin-1-yl)phenyl)piperidin-1-yl)-2-oxoacetamide